5-[3-(2-fluoro-4-iodo-phenoxy)propyl]Thiazole-4-carboxylic acid FC1=C(OCCCC2=C(N=CS2)C(=O)O)C=CC(=C1)I